1-[(2R,4S)-4-[4-amino-5-iodopyrrolo[2,3-d]pyrimidin-7-yl]-2-(methoxymethyl)pyrrolidin-1-yl]prop-2-en-1-one NC=1C2=C(N=CN1)N(C=C2I)[C@H]2C[C@@H](N(C2)C(C=C)=O)COC